FC(C(C)CC=CCC(C)C(F)(F)F)(F)F 2,7-bis(trifluoromethyl)oct-4-ene